CN1C(=NC2=C1C(=CC=C2)OC[C@H]2CNCCO2)OC2C(NC(CC2)=O)=O 3-((1-methyl-7-((R)-morpholin-2-ylmethoxy)-1H-benzo[d]imidazol-2-yl)oxy)piperidine-2,6-dione